ClC=1C2=C(N=CN1)N(C=C2N2CCCC2)C2=CC(=CC=C2)Cl 4-Chloro-7-(3-chlorophenyl)-5-(pyrrolidin-1-yl)-7H-pyrrolo[2,3-d]pyrimidine